C(C#CC(=O)OCCCC)(=O)OCCCC Dibutyl butynedioate